C(C)C=1C(=NC=CC1)N(C1=CC=C(C=N1)C1CN(C1)C(=O)N1C[C@H](CC1)C1=CN=NN1)C [3-[6-[(3-ethyl-2-pyridinyl)-methyl-amino]-3-pyridinyl]azetidin-1-yl]-[(3S)-3-(1H-triazol-5-yl)pyrrolidin-1-yl]methanone